dodecyl-tetrahydrofuran C(CCCCCCCCCCC)C1OCCC1